1-(4-methylpyridin-2-yl)-1H-imidazol-4-amine CC1=CC(=NC=C1)N1C=NC(=C1)N